ClC=1C(=C(C=CC1)S(=O)(=O)NC1=CC=C(C=C1)C1=NC(=C2C(=N1)NN=C2C)OCCN(C)CCO)F chloro-2-fluoro-N-[4-(4-{2-[(2-hydroxyethyl)(methyl)amino]ethoxy}-3-methyl-1H-pyrazolo[3,4-d]pyrimidin-6-yl)phenyl]benzenesulfonamide